2-((1S,6S)-6-aminocyclohex-3-en-1-yl)-5-chloro-N-(thiophen-2-ylmethyl)thieno[3,2-b]pyridin-7-amine trifluoroacetate FC(C(=O)O)(F)F.N[C@H]1CC=CC[C@@H]1C1=CC2=NC(=CC(=C2S1)NCC=1SC=CC1)Cl